diethyl-aminoethylstearamide C(C)C(C(C(=O)N)(CCN)CC)CCCCCCCCCCCCCCC